4-(2-carboxyethyl)-4-(3-(2-(2-(2-(2,5-dioxo-2,5-dihydro-1H-pyrrol-1-yl)ethoxy)ethoxy)ethoxy)propanamido)heptanedioic acid C(=O)(O)CCC(CCC(=O)O)(CCC(=O)O)NC(CCOCCOCCOCCN1C(C=CC1=O)=O)=O